ethyl (E)-3-(1-oxo-2,3-dihydro-1H-inden-5-yl)acrylate O=C1CCC2=CC(=CC=C12)/C=C/C(=O)OCC